(S)-N-((1H-pyrrolo[3,2-c]pyridin-2-yl)methyl)-1-chloro-3-((3,5-dimethylbenzyl)amino)-4-oxo-4,6,7,8-tetrahydropyrrolo[1,2-a]pyrazine-6-carboxamide N1C(=CC=2C=NC=CC21)CNC(=O)[C@@H]2CCC=1N2C(C(=NC1Cl)NCC1=CC(=CC(=C1)C)C)=O